2,2,2-trifluoro-1-(4-(3-(4-iodophenyl)oxetan-3-yl)piperazin-1-yl)ethan-1-one FC(C(=O)N1CCN(CC1)C1(COC1)C1=CC=C(C=C1)I)(F)F